NC=1C2=C(N=CN1)N(C=C2C2=CC(=C(C=C2)NC(=O)NC2=NOC(=C2)C2CC2)F)C2CC2 1-(4-(4-amino-7-cyclopropyl-7H-pyrrolo[2,3-d]pyrimidin-5-yl)-2-fluorophenyl)-3-(5-cyclopropylisoxazol-3-yl)urea